P(=O)(O)(O)O.CC(=O)C monoacetone phosphate